ClC1=C(C=C(C=C1)C1=CC(=NC=C1)OC1CCC1)CC(C(=O)NC1=CC=C(C=C1)C=1N(C=NC1)C)NC(=O)C=1N(N=CC1)C N-[1-[[2-chloro-5-[2-(cyclobutoxy)-4-pyridyl]phenyl]methyl]-2-[4-(3-methylimidazol-4-yl)anilino]-2-oxo-ethyl]-2-methyl-pyrazole-3-carboxamide